S=C1NC=CC=C1C#N 2-thioxo-1,2-dihydropyridine-3-carbonitrile